[Cl-].C(CCC)[N+]1=CC=CC=C1 1-butyl-pyridinium chloride